4-amino-N-(1-((2,4-difluorophenyl)amino)-6-methylisoquinolin-5-yl)-6-fluoroquinazoline-8-carboxamide NC1=NC=NC2=C(C=C(C=C12)F)C(=O)NC1=C2C=CN=C(C2=CC=C1C)NC1=C(C=C(C=C1)F)F